(5BETA)-PREGNANE-3,20-DIONE CC([C@H]1CC[C@H]2[C@@H]3CC[C@@H]4CC(CC[C@]4(C)[C@H]3CC[C@]12C)=O)=O